(S)-2-((4-((2-hydroxy-1-phenylethyl)amino)-5-(5-(pyridin-3-yl)-1,3,4-oxadiazol-2-yl)pyrimidin-2-yl)amino)-7,7-dimethyl-6-propyl-6,7-dihydro-5H-pyrrolo[3,4-b]pyridin-5-one OC[C@H](C1=CC=CC=C1)NC1=NC(=NC=C1C=1OC(=NN1)C=1C=NC=CC1)NC1=CC=C2C(=N1)C(N(C2=O)CCC)(C)C